Tert-butyl 4-(6-(5-((2-fluorophenyl)sulfonamido)-6-methoxypyridin-3-yl)pyrido[3,2-d]pyrimidin-4-yl)piperazine-1-carboxylate FC1=C(C=CC=C1)S(=O)(=O)NC=1C=C(C=NC1OC)C=1C=CC=2N=CN=C(C2N1)N1CCN(CC1)C(=O)OC(C)(C)C